N-hydroxyethyl-2-aminopropionic acid OCCNC(C(=O)O)C